FC=1C=C(C=C(C1CN1CCOCC1)F)C=1C=CC=C2N=CC(=NC12)C=1C=NN(C1)C1CCN(CC1)C(CCCCCCCNC=1C=C2C(N(C(C2=CC1)=O)C1C(NC(CC1)=O)=O)=O)=O 5-((8-(4-(4-(8-(3,5-Difluoro-4-(morpholinomethyl)phenyl)quinoxalin-2-yl)-1H-pyrazol-1-yl)piperidin-1-yl)-8-oxooctyl)amino)-2-(2,6-dioxopiperidin-3-yl)isoindoline-1,3-dione